dimethylhydroxypropyl-ammonium chloride [Cl-].C[NH+](CCCO)C